CN1CCN(CC1)C=1C=CC(=NC1)NC=1C=CC(=C2CN(C(C12)=O)C(=O)OC(C)(C)C)C1=CC=NC=C1 tert-butyl 7-((5-(4-methylpiperazin-1-yl)pyridin-2-yl)amino)-1-oxo-4-(pyridin-4-yl)isoindoline-2-carboxylate